FC1([C@H]2[C@@H](N([C@@H](C1)CC2)C(=O)C=2NC1=CC=CC(=C1C2)OC)C(=O)N[C@@H](\C=C\2/C(OCC2)=O)C[C@@H]2C(NCC2)=O)F (1R,3R,4R)-5,5-difluoro-2-(4-methoxy-1H-indole-2-carbonyl)-N-((R,Z)-1-(2-oxodihydrofuran-3(2H)-ylidene)-3-((R)-2-oxopyrrolidin-3-yl)propan-2-yl)-2-azabicyclo[2.2.2]octane-3-carboxamide